N-[1-[3-[5-(2,2-difluoroethoxy)pyrimidin-2-yl]pyrazin-2-yl]ethyl]-3-(trifluoromethyl)-5-(trifluoromethylsulfonyl)benzamide FC(COC=1C=NC(=NC1)C=1C(=NC=CN1)C(C)NC(C1=CC(=CC(=C1)S(=O)(=O)C(F)(F)F)C(F)(F)F)=O)F